3,3-bis[bis-(2-ethoxy-4-n-propylphenyl)phosphinomethyl]-1,5-dioxa-spiro[5.11]heptadecane C(C)OC1=C(C=CC(=C1)CCC)P(C1=C(C=C(C=C1)CCC)OCC)CC1(COC2(OC1)CCCCCCCCCCC2)CP(C2=C(C=C(C=C2)CCC)OCC)C2=C(C=C(C=C2)CCC)OCC